CN(C1CCN(CC1)C=1N=C2C(=NC1)N=C(C=C2)C2=CC1=CN(N=C1C(=C2O)C)C)C 5-{2-[4-(dimethylamino)piperidin-1-yl]pyrido[2,3-b]pyrazin-6-yl}-2,7-dimethylindazol-6-ol